C12=C(C(CC(C1(C)C)C2)C2(C(=C1C(C(C2)C1)(C)C)C)C1C(=C2C(C(C1)C2)(C)C)C)C (-)-terpinene